C(CCCCC)N(CCCCCC)CC(=O)OCC(C)C isobutyl N,N-dihexylaminoacetate